methyl 4-{2-[(4-{[6-(5-chloro-2-fluorophenyl)-3-methylpyridazin-4-yl]amino}pyridin-2-yl)carbamoyl]ethyl}piperazine-2-carboxylate ClC=1C=CC(=C(C1)C1=CC(=C(N=N1)C)NC1=CC(=NC=C1)NC(=O)CCN1CC(NCC1)C(=O)OC)F